5-chloro-4-[(3S)-3,4-dimethylpiperazin-1-yl]-2-(4-pyridinyl)-1H-pyrimidin-6-one ClC1=C(N=C(NC1=O)C1=CC=NC=C1)N1C[C@@H](N(CC1)C)C